(1-((1,3-dioxoisoindolin-2-yl)methyl)cyclopropyl)acetonitrile O=C1N(C(C2=CC=CC=C12)=O)CC1(CC1)CC#N